FC=1C(=C(C=CC1O)[C@H]1C(O[C@]([C@H]1C)(C(F)(F)F)C)C(=O)OC)OC methyl (3S,4S,5R)-3-(3-fluoro-4-hydroxy-2-methoxyphenyl)-4,5-dimethyl-5-(trifluoromethyl)tetrahydrofuran-2-carboxylate